(S)-2-((tert-Butoxycarbonyl)amino)-3-(6-(4-methylpiperazin-1-yl)benzo[d]oxazol-2-yl)propionic acid C(C)(C)(C)OC(=O)N[C@H](C(=O)O)CC=1OC2=C(N1)C=CC(=C2)N2CCN(CC2)C